2-chloro-1-propyl-3-methylimidazole hexafluorophosphate F[P-](F)(F)(F)(F)F.ClC1N(C=CN1C)CCC